CNC1=NC=CC=C1 N-methyl-2-pyridylamine